3-chloroacryloxypropyl-triisopropyloxysilane ClC=CC(=O)OCCC[Si](OC(C)C)(OC(C)C)OC(C)C